2-cyclopropyl-N-(4-(ethylsulfonyl)benzyl)-1-(3-(trifluoromethoxy)benzyl)-1H-benzo[d]imidazole-5-carboxamide C1(CC1)C1=NC2=C(N1CC1=CC(=CC=C1)OC(F)(F)F)C=CC(=C2)C(=O)NCC2=CC=C(C=C2)S(=O)(=O)CC